CC(CC)S(=O)(=O)[O-] 1,2-dimethyl-ethylsulfonate